1-cyclopropyl-N-(6-(1-methyl-1H-pyrazol-4-yl)isoquinolin-3-yl)pyrrolidine-3-carboxamide C1(CC1)N1CC(CC1)C(=O)NC=1N=CC2=CC=C(C=C2C1)C=1C=NN(C1)C